C(C)N1CN(C(=C1C1=CC=C(C=C1)OC)C1=CC=C(C=C1)OC)CC N1,N3-diethyl-4,5-bis(4'-methoxyphenyl)imidazole